ClC[C@]1([C@@]([C@@H](CC1)CC1=CC=C(C=C1)F)(O)CN1N=CN=C1)C (1R,2R,5s)-2-chloromethyl-5-(4-fluorobenzyl)-2-methyl-1-(1H-1,2,4-triazol-1-ylmethyl)cyclopentanol